3-(2-((4-((S)-2-(4-chloro-2-fluorophenyl)-2-methylbenzo[d][1,3]dioxol-4-yl)piperidin-1-yl)methyl)-1-(((S)-oxetan-2-yl)methyl)-1H-imidazol-5-yl)-2-methylpropanoic acid ClC1=CC(=C(C=C1)[C@@]1(OC2=C(O1)C=CC=C2C2CCN(CC2)CC=2N(C(=CN2)CC(C(=O)O)C)C[C@H]2OCC2)C)F